FC=1C(NC(N(C1)C1=CC=C2C=CNC2=C1)=O)=O 5-fluoro-1-(1H-indol-6-yl)pyrimidine-2,4(1H,3H)-dione